BrC=1C=CC(=C(C1)C(C)=O)I 1-(5-bromo-2-iodo-phenyl)ethanone